5-(3-bromophenyl)isoxazol-3-amine BrC=1C=C(C=CC1)C1=CC(=NO1)N